C(C)(=O)O.FC1=C(C2=C(OCO2)C=C1)NC1=CC=C2C(=N1)NN=C2NC(C2=CC=C(C=C2)C2CCN(CC2)C)=O N-(6-((5-fluorobenzo[d][1,3]dioxol-4-yl)amino)-1H-pyrazolo[3,4-b]pyridin-3-yl)-4-(1-methylpiperidin-4-yl)benzamide, Acetic acid salt